3-amino-8-(5-tert-butyl-1,3,4-oxadiazol-2-yl)-1-[[4-(cyclopentoxy)phenyl]methyl]-5,5,7-trifluoro-3,4-dihydro-1-benzazepin-2-one NC1C(N(C2=C(C(C1)(F)F)C=C(C(=C2)C=2OC(=NN2)C(C)(C)C)F)CC2=CC=C(C=C2)OC2CCCC2)=O